N1CCC(CC1)C(=O)N hexahydropyridine-4-formamide